(4-bromopyridin-2-yl)-3-(4-methylpiperazin-1-yl)cyclobutane-1-carboxamide BrC1=CC(=NC=C1)C1(CC(C1)N1CCN(CC1)C)C(=O)N